Pentaleno[1,2-b]oxirene O1C=2C1=CC1=CC=CC12